C(C)(C)(C)C=1C(=C(C(=O)O)C(=CC1)O)F 3-(tert-butyl)-2-fluoro-6-hydroxybenzoic acid